1-[[4-[5-(trifluoromethyl)-1,2,4-oxadiazol-3-yl]phenyl]-methyl]piperidin-2-one FC(C1=NC(=NO1)C1=CC=C(C=C1)CN1C(CCCC1)=O)(F)F